O=C1N(C(C2=CC=CC=C12)=O)CC(CCC(=O)OC)=O methyl 5-(1,3-dioxoisoindolin-2-yl)-4-oxopentanoate